ClC1=C(C=CC(=C1C(F)(F)F)Cl)C=1N=NNC1 4-[2,4-Dichloro-3-(trifluoromethyl)phenyl]-1H-triazol